C(=O)C1=C(C=CC=C1)N1N=CC(=C1)C(=O)OCC ethyl 1-(2-formylphenyl)-1H-pyrazole-4-carboxylate